1-(4-methoxybenzyl)-3-(4-hydroxy-3-methoxybenzyl)thiourea COC1=CC=C(CNC(=S)NCC2=CC(=C(C=C2)O)OC)C=C1